The molecule is a uridine-based nucleoside-peptide antibiotic which inhibits fungal chitin biosynthesis by inhibiting chitin synthase. It has a role as an antifungal agent. It derives from a uridine. C[C@H]([C@@H](C1=NC=C(C=C1)O)O)[C@@H](C(=O)N[C@@H]([C@@H]2[C@H]([C@H]([C@@H](O2)N3C=CC(=O)NC3=O)O)O)C(=O)O)N